(4,4-difluorohexahydropyridin-1-yl)-6-methylpyrimidin-4-amine FC1(CCN(CC1)C1=NC(=CC(=N1)N)C)F